rac-(3R,4S)-4-(5-Bromo-6-methoxy-2H-indazol-2-yl)-N,3-dimethylcyclohexan-1-amine BrC1=CC2=CN(N=C2C=C1OC)[C@@H]1[C@@H](CC(CC1)NC)C |r|